N-(3-((2-((2-(2,5-dioxo-2,5-dihydro-1H-pyrrol-1-yl)ethyl)amino)-2-oxoethyl)thio)propanoyl)-N-methyl-L-alaninate O=C1N(C(C=C1)=O)CCNC(CSCCC(=O)N([C@@H](C)C(=O)[O-])C)=O